N,N-dimethyl-dec-9-en-1-amide CN(C(CCCCCCCC=C)=O)C